N-methyl-1-(tetrahydrofuran-3-yl)methylamine hydrochloride Cl.CNCC1COCC1